FC1(CCN(CC1)C=1C=C(C(=O)NNC(C2=C(C=C(C=C2)I)N2CCC3(CC3)CC2)=O)C=C(N1)C)F 2-(4,4-difluoropiperidin-1-yl)-N'-(4-iodo-2-(6-azaspiro[2.5]octan-6-yl)benzoyl)-6-methylisonicotinohydrazide